N-(3-chloro-2-fluorobenzyl)-2-((2-hydroxycyclopentyl)amino)acetamide ClC=1C(=C(CNC(CNC2C(CCC2)O)=O)C=CC1)F